BrC=1C=C(C=C(C1NC(CO)C1CCOCC1)[N+](=O)[O-])S(=O)(=O)N 3-bromo-4-((2-hydroxy-1-(tetrahydro-2H-pyran-4-yl)ethyl)amino)-5-nitrobenzenesulfonamide